NC1=C2C(=NC=N1)N(N=C2C2=CC(=C(C=C2)OC)F)C2CN(CCC2)C(C(=C)C)=O (3-(4-amino-3-(3-fluoro-4-methoxyphenyl)-1H-pyrazolo[3,4-d]pyrimidin-1-yl)piperidin-1-yl)-2-methylpropan-2-en-1-one